CC(C1=C(C=C(C(=C1)C(C)(C)C)O)C(C)(C)C)(P(O)(O)=O)C.COC1=C(C=CC=C1)S(=O)(=O)C 1-methoxy-2-methylsulfonyl-benzene dimethyl-2,5-di-tert-butyl-4-hydroxybenzylphosphonate